(R)-2-amino-3-(4-dihydroxyboryl-3-chlorophenyl)-2-methylpropanoic acid N[C@@](C(=O)O)(CC1=CC(=C(C=C1)B(O)O)Cl)C